CSC=1N(C(N(C(N1)=O)C1=CN=CC2=CC=CC(=C12)CNC(OC(C)(C)C)=O)=O)CC1=C(C=C(C(=C1)F)F)F tert-butyl ((4-(4-(methylthio)-2,6-dioxo-3-(2,4,5-trifluorobenzyl)-3,6-dihydro-1,3,5-triazin-1(2H)-yl)isoquinolin-5-yl)methyl)carbamate